ClC(OC1=CC=C(C=C1)NC(=O)C=1C=C(C2=C(N=C3COC[C@H](N32)C)C1)C=1C=C3C(=NC1)CC=1C3=NNC1)(F)F (R)-N-(4-(chlorodifluoromethoxy)phenyl)-6-(2,4-dihydropyrazolo[3',4':3,4]cyclopenta[1,2-b]pyridin-7-yl)-4-methyl-3,4-dihydro-1H-benzo[4,5]imidazo[2,1-c][1,4]oxazine-8-carboxamide